FC(C(=O)O)(F)F.CN1C=2C=3C=CN=C(CCCCC(C(NC2C=N1)=O)C)C3 3,9-dimethyl-3,4,7,15-tetraazatricyclo[12.3.1.02,6]Octadeca-1(18),2(6),4,14,16-pentaen-8-one trifluoroacetate salt